COC1C(C=C2C(=CCI2C)N1C(=O)O)=O 5-methoxy-1-methyl-6-oxopyridinoiodol-4-carboxylic acid